5-(1'-methyl-3,3'-bipyrazolyl-1-yl)-7-morpholino-3H-1,3,4-triazainden CN1N=C(C=C1)C1=NN(C=C1)C=1N=C2NC=NC2=C(C1)N1CCOCC1